methyl 4-[1-(2,2-dimethylpropyl)triazol-4-yl]benzoate CC(CN1N=NC(=C1)C1=CC=C(C(=O)OC)C=C1)(C)C